Br[C@@H]1C[C@H](C1)C(F)(F)F trans-1-bromo-3-(trifluoromethyl)cyclobutan